OB(C1=C(C[C@H](N)C(=O)O)C=CC=C1)O 2-dihydroxyboryl-phenylalanine